6-(2,5-dioxo-2,5-dihydro-1H-pyrrol-1-yl)-N-[(1S)-1-{[(1S)-1-{[6-(hydroxymethyl)pyridin-3-yl]carbamoyl}ethyl]carbamoyl}-2-methylpropyl]hexanamide O=C1N(C(C=C1)=O)CCCCCC(=O)N[C@@H](C(C)C)C(N[C@@H](C)C(NC=1C=NC(=CC1)CO)=O)=O